C(CCC)N(C(C(CCCC[N+]1(CCCCC1)CC)C(N(CCCC)CCCC)=O)=O)CCCC 1-(6-(dibutylamino)-5-(dibutylcarbamoyl)-6-oxohexyl)-1-ethylpiperidin-1-ium